1-(Cyclopropylmethyl)-2-(2-methylbenzo[d]thiazol-6-yl)hydrazine-1-carboxylic acid tert-butyl ester C(C)(C)(C)OC(=O)N(NC1=CC2=C(N=C(S2)C)C=C1)CC1CC1